BrCCCCOC1=C(OC2=CC(=CC=C2C1=O)OC)C1=CC=C(C=C1)Br 3-(4-bromobutoxy)-7-methoxy-2-(4-bromophenyl)-4H-chromen-4-one